3-fluoro-2-hydroxy-5-(5-(4-(pyrrolidin-1-yl)phenyl)isoxazol-3-yl)benzaldehyde FC=1C(=C(C=O)C=C(C1)C1=NOC(=C1)C1=CC=C(C=C1)N1CCCC1)O